TERT-BUTYL METHYL(2-((1-PHENYL-1H-TETRAZOL-5-YL)SULFONYL)ETHYL)CARBAMATE CN(C(OC(C)(C)C)=O)CCS(=O)(=O)C1=NN=NN1C1=CC=CC=C1